NC=1C=2CCCC2C=C2CCC(C12)O 8-Amino-1,2,3,5,6,7-hexahydro-s-indacen-1-ol